CN1C(N(C=2N=C(N(C2C1=O)C)S(=O)(=O)C)CC=1SC=CC1)=O 1,7-dimethyl-8-(methylsulfonyl)-3-(thiophen-2-ylmethyl)-1H-purine-2,6(3H,7H)-dione